C(C)(=O)[C@@]1([C@H](OCOCCC#N)[C@H](O)[C@@H](COC(C2=CC=C(C=C2)OC)(C2=CC=C(C=C2)OC)C2=CC=CC=C2)O1)N1C=NC=2C(N)=NC=NC12 Acetyl-5'-O-(4,4'-dimethoxytrityl)-2'-O-(2-cyanoethoxymethyl)adenosine